(3Z)-18-bromo-3-octadecen-1-ol BrCCCCCCCCCCCCCC\C=C/CCO